5-(1-(tert-butoxycarbonyl)piperidin-4-yl)-2-(3-(4-methoxybenzyl)-2-methyl-3H-imidazo[4,5-b]Pyridine-7-yl)-3-methyl-1H-indole-1-carboxylic acid tert-butyl ester C(C)(C)(C)OC(=O)N1C(=C(C2=CC(=CC=C12)C1CCN(CC1)C(=O)OC(C)(C)C)C)C1=C2C(=NC=C1)N(C(=N2)C)CC2=CC=C(C=C2)OC